C(C1=CC=CC=C1)OC=1C=C(C(=O)C#N)C=CC1 3-benzyloxybenzoyl cyanide